C(C)(=O)NC=1N=C(C=2N=CN([C@H]3[C@H](OC(C)=O)[C@H](OC(C)=O)[C@@H](COC(C)=O)O3)C2N1)NCCO[Si](C)(C)C(C)(C)C 2-Acetamido-2',3',5'-tri-O-acetyl-N-(2-{[tert-butyl(dimethyl)silyl]oxy}ethyl)adenosine